FC(C1=NN(C=C1C(=O)OCC)C)F Ethyl 3-(Difluoromethyl)-1-Methyl-1H-Pyrazole-4-Carboxylate